N-((4H-1,2,4-triazol-3-yl)methyl)-4-(8,9,10,11-tetrahydro-3H-pyrazolo[4,3-a]phenanthridin-7-yl)benzamide N=1N=C(NC1)CNC(C1=CC=C(C=C1)C1=NC2=CC=C3C(=C2C=2CCCCC12)C=NN3)=O